C(C)(C)(C)OC(=O)N([C@H](C(=O)O)CC1=C(C=C(C=C1)F)F)C (S)-2-((tert-butoxycarbonyl)(methyl)amino)-3-(2,4-difluorophenyl)propanoic acid